FC(COC(=O)N[C@H](C(=O)OC)CCN(CCCCC1=NC=2NCCCC2C=C1)CCOC)(CC)F methyl (S)-2-(((2,2-difluorobutoxy)carbonyl)amino)-4-((2-methoxyethyl)(4-(5,6,7,8-tetrahydro-1,8-naphthyridin-2-yl)butyl)amino)butanoate